C(C(C)C)(=O)OC=1C(=NC=CC1OC)C(N[C@H](C(=O)NC(=C(C1=CC=C(C=C1)F)C1=CC=C(C=C1)F)C)[C@H](CC)C)=O 2-(((2S,3S)-1-((1,1-bis(4-fluorophenyl)prop-1-en-2-yl)amino)-3-methyl-1-oxopentan-2-yl)carbamoyl)-4-methoxypyridin-3-yl isobutyrate